C1(CCCCC1)C[C@@H](C(N[C@@H](CCC(N(CCNC(NCC)=O)C)=O)C=O)=O)NC(OCC1=CC(=CC=C1)Cl)=O 3-chlorobenzyl ((12S,15S)-16-cyclohexyl-12-formyl-8-methyl-4,9,14-trioxo-3,5,8,13-tetraazahexadecan-15-yl)carbamate